ClC=1C=C(OC2CCC(CC2)NC(=O)C=2N=NC(=CC2)N2CC3N(C(C2)C3)CC=3C=C2CN(C(C2=CC3)=O)C3C(NC(CC3)=O)=O)C=CC1C#N N-((1r,4r)-4-(3-chloro-4-cyanophenoxy)cyclohexyl)-6-(6-((2-(2,6-dioxopiperidin-3-yl)-1-oxoisoindolin-5-yl)methyl)-3,6-diazabicyclo[3.1.1]heptan-3-yl)pyridazine-3-carboxamide